FC1(CCN(CC1)C=1C(=NC2=CC(=CC(=C2N1)C(=C)OCC)C)C#N)F 3-(4,4-difluoropiperidin-1-yl)-5-(1-ethoxyvinyl)-7-methylquinoxaline-2-carbonitrile